BrC=1C=CC2=C(C(=N[C@@H](C=3N2C=NC3C(=O)O)C)C3=C(C=CC=C3)F)C1 (R)-8-bromo-6-(2-fluorophenyl)-4-methyl-4H-benzo[f]-imidazo[1,5-a][1,4]diazepine-3-carboxylic acid